CSC=1C=NC=C(C(=O)NC=2SC3=C(N2)C=CC(=C3)C(=O)O)C1 2-(5-(methylthio)nicotinamido)benzo[d]thiazole-6-carboxylic acid